CN(C1=NC(=NC=C1C(F)(F)F)S(=O)C)C1=CC=CC=C1 N-methyl-2-methylsulfinyl-N-phenyl-5-(trifluoromethyl)pyrimidin-4-amine